OCCC1SC=CC1 2-(2-hydroxyethyl)-2H-thiophen